C(#N)C1=CNC2=C(C=CC(=C12)F)NS(=O)(=O)C=1C(=NN(C1)CC(C)(C)O)F N-(3-Cyano-4-fluoro-1H-indol-7-yl)-3-fluoro-1-(2-hydroxy-2-methyl-propyl)pyrazol-4-sulfonamid